NC1=CC=C(C2=CC=CC=C12)S(=O)(=O)O 4-amino-1-naphthalenesulfonic acid